[2S,3R]-2-[9H-fluoren-9-ylmethoxycarbonyl(methyl)amino]-3-methyl-pentanoic acid C1=CC=CC=2C3=CC=CC=C3C(C12)COC(=O)N([C@H](C(=O)O)[C@@H](CC)C)C